CC=1C=C(C=CC1)P(C1=CC(=CC=C1)C)C1=CC(=CC=C1)C tri(3-methylphenyl)phosphorus